C(C)(C)(C)OC(=O)N1C[C@]2(C[C@H]1C(=O)O)C(NC1=C(C(=C(C(=C12)[2H])[2H])[2H])[2H])=O (3R,5'S)-1'-(tert-butoxycarbonyl)-2-oxospiro[indoline-3,3'-pyrrolidine]-5'-carboxylic acid-4,5,6,7-d4